(1-methylpiperidin-3-yl)(piperazin-1-yl)methanone CN1CC(CCC1)C(=O)N1CCNCC1